ClC=1C=C(C(=O)[O-])C=CC1C1=C(N(C=2C=C3C=NN(C3=CC21)C(C(C)(C)C)=O)C2=CC=C(C=C2)F)C(C)C 3-chloro-4-[1-(2,2-dimethylpropanoyl)-5-(4-fluorophenyl)-6-isopropyl-pyrrolo[2,3-f]indazol-7-yl]benzoate